CC1(CC1)NC(O[C@@H]1C[C@@H](CC1)C1=NN(C(=C1)N)C(C)(C)C)=O (1S,3R)-3-(5-amino-1-(tert-butyl)-1H-pyrazol-3-yl)cyclopentyl (1-methylcyclopropyl)carbamate